2-methyl-4-(2,2,3-trimethyl-3-cyclopentene-1-yl)butenol CC(=CO)CCC1C(C(=CC1)C)(C)C